ClC1=C(C=C(C=C1)N1C(CN(CC1)C(CCS(=O)(=O)C)=O)=O)C=1N=C2N(C=CC=C2)C1C 1-(4-chloro-3-(3-methylimidazo[1,2-a]pyridin-2-yl)phenyl)-4-(3-(methylsulfonyl)propionyl)piperazin-2-one